(S)-3-((8-Acetaminoquinolin-5-yl)amino)pyrrolidine-1-carboxylic acid tert-butyl ester C(C)(C)(C)OC(=O)N1C[C@H](CC1)NC1=C2C=CC=NC2=C(C=C1)NC(=O)C